(4-(4-(5-((4-(4-chloro-7,7-dimethyl-5-oxo-5,7-dihydroindolo[1,2-a]quinazolin-10-yl)piperidin-1-yl)methyl)-2H-tetrazol-2-yl)piperidin-1-yl)-2,6-difluorophenyl)piperidine-2,6-dione ClC=1C=2C(N=C3N(C2C=CC1)C1=CC(=CC=C1C3(C)C)C3CCN(CC3)CC=3N=NN(N3)C3CCN(CC3)C3=CC(=C(C(=C3)F)N3C(CCCC3=O)=O)F)=O